CC1=C(N=C(S1)NC(C1=C(C=CC=C1)C)=O)C(=O)OC methyl 5-methyl-2-(2-methylbenzamido)thiazole-4-carboxylate